C(C)OC1=C(C=CC=C1)[N-]CC[N-]C1=C(C=CC=C1)CC N-(2-ethoxyphenyl)-N'-(2-ethylphenyl)-ethylenediamide